triethylamine hydrochloride iron [Fe].Cl.C(C)N(CC)CC